BrC=1C=C(C=C(C1)C(F)(F)F)NS(=O)(=O)C N-(3-bromo-5-(trifluoromethyl)phenyl)methanesulfonamide